C(#N)C=1C(=C2C(=NC1)NC=C2)CNC2CN(CC2)C(=O)NCC(F)(F)F 3-((5-cyano-1H-pyrrolo[2,3-b]pyridin-4-yl)methyl-amino)-N-(2,2,2-trifluoroethyl)pyrrolidin-1-carboxamide